F[C@H]1[C@H](C1)C(=O)NC1=NN2C(C=C(C=C2)C2=C3C=NNC3=C(C(=C2C)F)SC)=C1 (1R,2R)-2-fluoro-N-(5-(6-fluoro-5-methyl-7-(methylthio)-1H-indazol-4-yl)pyrazolo[1,5-a]pyridin-2-yl)cyclopropane-1-carboxamide